ClC1=C(C=C(C=C1C=1N=C(C(=NC1)CNC[C@@H]1CCC(N1)=O)OC)F)C1=C(C(=CC(=C1)F)C=1N=C(C(=NC1)CNC[C@@H]1CCC(N1)=O)OC)Cl (5S,5'S)-5,5'-(((((2,2'-dichloro-5,5'-difluoro-[1,1'-biphenyl]-3,3'-diyl)bis(3-methoxypyrazine-5,2-diyl))bis(methylene))bis(azanediyl))bis(methylene))bis(pyrrolidin-2-one)